C(#N)C1=CC=C2C=3C(C4=C(C(C3NC2=C1)(C)C)C=C(C(=C4)CC)N4CCC(CC4)NC(CCCCCCCCCSC4=C1CN(C(C1=CC=C4)=O)C4C(NC(CC4)=O)=O)=O)=O N-(1-(3-cyano-9-ethyl-6,6-dimethyl-11-oxo-6,11-dihydro-5H-benzo[b]carbazol-8-yl)piperidin-4-yl)-10-((2-(2,6-dioxopiperidin-3-yl)-1-oxoisoindolin-4-yl)thio)decanamide